C(=O)C1=C(OCC2=NN(C=C2)C(=O)OC(C)(C)C)C=C(C=C1OS(=O)(=O)C1=CC=C(C)C=C1)OS(=O)(=O)C1=CC=C(C)C=C1 tert-butyl 3-((2-formyl-3,5-bis(tosyloxy)phenoxy)methyl)-1H-pyrazole-1-carboxylate